((7aR,8R,10R,10aR)-10-(4-aminopyrrolo[2,1-f][1,2,4]triazin-7-yl)-10-cyano-2,6-dioxooctahydro-2H-furo[3,4-b][1,4]dioxonin-8-yl)methyl azetidin-3-yl carbonate 2,2,2-trifluoroacetate FC(C(=O)O)(F)F.C(OC[C@H]1O[C@@]([C@@H]2OC(CCCC(O[C@@H]21)=O)=O)(C#N)C2=CC=C1C(=NC=NN12)N)(OC1CNC1)=O